CC(C)NCC(C)O [(propan-2-yl)amino]propan-2-ol